2-(3,5-dimethoxyphenoxy)-3,4'-bipyridine COC=1C=C(OC2=NC=CC=C2C2=CC=NC=C2)C=C(C1)OC